BrC1=CC(=C(C=2CCCC12)C(=O)OC)F methyl 7-bromo-5-fluoro-2,3-dihydro-1H-indene-4-carboxylate